(2R)-4-(tert-butoxycarbonyl)-5-methylmorpholine-2-carboxylic acid C(C)(C)(C)OC(=O)N1C[C@@H](OCC1C)C(=O)O